3-cyclopropyl-1-phenyl-7-(piperidin-4-ylmethoxy)-1H-indazole C1(CC1)C1=NN(C2=C(C=CC=C12)OCC1CCNCC1)C1=CC=CC=C1